O[C@H]1[C@@H](O[C@@H]([C@H]1O)COP(=O)([O-])[O-])[N+]1=CC(=CC=C1)C(=O)[O-] 1-((2R,3R,4S,5R)-3,4-dihydroxy-5-((phosphonatooxy)methyl) tetrahydrofuran-2-yl)pyridin-1-ium-3-carboxylate